4-(4-{[2-(Pentafluoro-λ6-sulfanyl)phenoxy]methyl}-3-(trifluoromethoxy)phenyl)-2H,4H,5H,6H,7H-pyrazolo[3,4-b]pyridin-6-on FS(C1=C(OCC2=C(C=C(C=C2)C2C=3C(NC(C2)=O)=NNC3)OC(F)(F)F)C=CC=C1)(F)(F)(F)F